N1(CCCCC1)C1=CC=NC=C1 4-piperidinyl-pyridine